CC1=CC(=C(C=N1)O[C@@H]1CC[C@H](CC1)O)C1=CC=2N(C=C1)N=C(C2)NC2=NN(C=C2)C trans-4-[[6-methyl-4-[2-[(1-methylpyrazol-3-yl)amino]pyrazolo[1,5-a]pyridin-5-yl]-3-pyridyl]oxy]cyclohexanol